CC=1N=C(NC1C)C1=NC=CC(=C1)C=1C=NC=C(C1)C(=O)N(C)CCO 2'-(4,5-Dimethyl-1H-imidazol-2-yl)-N-(2-hydroxyethyl)-N-methyl-3,4'-bipyridin-5-carboxamid